C(C)C(C(=O)OOCCCC)CCCC butyl 2-ethylperoxyhexanoate